[(Z)-2-cyano-1-ethoxycarbonyl-vinyloxy]potassium C(#N)\C=C(/O[K])\C(=O)OCC